(1R,2S)-2-[3-{[4-(benzyloxy)-2-isopropylbenzoyl]amino}-4-(trifluoromethyl)phenyl]cyclopropanecarboxylic acid C(C1=CC=CC=C1)OC1=CC(=C(C(=O)NC=2C=C(C=CC2C(F)(F)F)[C@@H]2[C@@H](C2)C(=O)O)C=C1)C(C)C